C(C)(C)(C)S(=O)N t-butyl-sulfinamide